CC1(OC=2C=C(C=C(C2C2C1CC=C(C2)C)O)CC#CCCCC#C)C 6,6,9-Trimethyl-3-octa-2,7-diynyl-6a,7,10,10a-tetrahydrobenzo[c]chromen-1-ol